C(C1=CC=CC=C1)OC(=O)N[C@H](C(C(C(=O)OC(C)(C)C)Br)=O)C(C1CC1)C1CC1 tert-butyl (4S)-4-(((benzyloxy)carbonyl)amino)-2-bromo-5,5-dicyclopropyl-3-oxopentanoate